COCCOC=1C=C(C(=O)OC)C=C(C1)C(F)(F)F Methyl 3-(2-methoxyethoxy)-5-(trifluoromethyl)benzoate